N-(6-fluoro-2-(2-furyl)-5-benzimidazolyl)-5-(4-acetamidophenyl)-1,3,4-thiadiazol-2-amine FC=1C(=CC2=C(N=C(N2)C=2OC=CC2)C1)NC=1SC(=NN1)C1=CC=C(C=C1)NC(C)=O